1-(4-acetoxy-1-(6-chloro-2-iodo-5-(3-methoxypropoxy)pyridin-3-yl)-3,3-di-Methylbutan-2-yl)-4-oxo-1,4-dihydropyridine-3-carboxylic acid ethyl ester C(C)OC(=O)C1=CN(C=CC1=O)C(CC=1C(=NC(=C(C1)OCCCOC)Cl)I)C(COC(C)=O)(C)C